di(eicosyl) glutarate C(CCCC(=O)OCCCCCCCCCCCCCCCCCCCC)(=O)OCCCCCCCCCCCCCCCCCCCC